C(C1=CC=CC=C1)NC(=O)O[C@H]1[C@H](N(C[C@@H]1O[Si](C)(C)C(C)(C)C)C(=O)OC(C)(C)C)CN1N=CC=C1 tert-butyl (2R,3S,4S)-3-[(benzylcarbamoyl)oxy]-4-[(tert-butyldimethylsilyl)oxy]-2-(pyrazol-1-ylmethyl)pyrrolidine-1-carboxylate